(S,E)-4-(2-(2-Chlorophenyl)pyrrolidin-1-yl)-2-fluoro-N-(3-(methylsulfonyl)allyl)benzamide ClC1=C(C=CC=C1)[C@H]1N(CCC1)C1=CC(=C(C(=O)NC\C=C\S(=O)(=O)C)C=C1)F